ClC=1C=C(C=C(C1CN1C=NC=C(C1=O)C(C)C)Cl)N1N=C(C(NC1=O)=O)C#N 2-(3,5-Dichloro-4-((5-isopropyl-6-oxopyrimidin-1(6H)-yl)methyl)phenyl)-3,5-dioxo-2,3,4,5-tetrahydro-1,2,4-triazine-6-carbonitrile